BrC=1N=CSC1C(C)=O 1-(4-bromothiazol-5-yl)ethan-1-one